N-(4-(aminomethyl)phenyl)-2-(4-isopropylpiperidin-1-yl)pyrimidin-5-amine NCC1=CC=C(C=C1)NC=1C=NC(=NC1)N1CCC(CC1)C(C)C